2,3-difluoro-1-propene FC(=C)CF